N1=C(N=CC=C1)[C@H]1CC[C@H](CC1)OC[C@@H]1NCCC[C@@H]1NS(=O)(=O)C N-(cis-2-(((cis-4-(pyrimidin-2-yl)cyclohexyl)oxy)methyl)piperidin-3-yl)methanesulfonamide